COC1=C(C(=C2C(=N1)N=CS2)OC)C2=CN(C1=NC(=CC=C12)NC(=O)NCC(CN(C)C)F)COCC[Si](C)(C)C 1-(3-{5,7-dimethoxy-[1,3]thiazolo[4,5-b]pyridin-6-yl}-1-{[2-(trimethylsilyl)ethoxy]methyl}pyrrolo[2,3-b]pyridin-6-yl)-3-[3-(dimethylamino)-2-fluoropropyl]urea